C(C)(C)(C)N1C=C(C=C1)C(=O)NCC=1SC(=NN1)C1=NN2C(C=CC=C2N[C@H]2[C@H](CN(CC2)C)F)=C1C(C(F)(F)F)(F)F 1-(tert-butyl)-N-((5-(7-(((3S,4R)-3-fluoro-1-methylpiperidin-4-yl)amino)-3-(perfluoroethyl)pyrazolo[1,5-a]pyridin-2-yl)-1,3,4-thiadiazol-2-yl)methyl)-1H-pyrrole-3-carboxamide